C(C=C)(=O)N1[C@H](CN(C[C@@H]1C)C1=CC=C(C=C1)C=1C=2N(C=C(C1)C=1C=NN(C1)C)N=CC2C#N)C 4-(4-((3S,5S)-4-propenoyl-3,5-dimethylpiperazin-1-yl)phenyl)-6-(1-methyl-1H-pyrazol-4-yl)pyrazolo[1,5-a]pyridine-3-carbonitrile